N1=NC(=CC=C1)NC(=O)C=1C=2C[C@@H]3[C@H](C2N(N1)C1=C(C=C(C=C1)F)F)C3 (1aR,5aR)-2-(2,4-Difluoro-phenyl)-1a,2,5,5a-tetrahydro-1H-2,3-diaza-cyclopropa[a]pentalene-4-carboxylic acid pyridazin-3-ylamide